C(C)OC1=C(C=CC(=C1F)F)[C@H]1C(O[C@]([C@H]1C)(C(F)(F)F)C)C(=O)NC1=C[C@@H]([N+](C=C1)=O)C(=O)N (2R,3S,4S,5R)-4-[[3-(2-ethoxy-3,4-difluoro-phenyl)-4,5-dimethyl-5-(trifluoromethyl)tetrahydrofuran-2-carbonyl]amino]-1-oxo-pyridin-1-ium-2-carboxamide